S(=O)(=O)([O-])OOS(=O)(=O)[O-].[K+].OCCOC1=CC=C(C=C1)C1(C2=CC=CC=C2C=2C=CC=CC12)C1=CC=C(C=C1)OCCO.[K+] 9,9-bis(4-(2-hydroxyethoxy)phenyl)fluorene potassium monopersulfate